(4S)-1-[(2S)-2-cyclopropyl-2-fluoroethyl]-5,5-difluoro-3-(trifluoromethyl)-4,5,6,7-tetrahydro-1H-indazol-4-ol C1(CC1)[C@@H](CN1N=C(C=2[C@@H](C(CCC12)(F)F)O)C(F)(F)F)F